(R)-6-fluoro-7-(2-(((3-methylpyridin-2-yl)oxy)methyl)pyrrolidin-1-yl)-1-(4-(methyl-sulfonamido)phenyl)-4-oxo-1,4-dihydroquinoline-3-carboxylic acid FC=1C=C2C(C(=CN(C2=CC1N1[C@H](CCC1)COC1=NC=CC=C1C)C1=CC=C(C=C1)NS(=O)(=O)C)C(=O)O)=O